FC=1C(NC(N(C1)CC(=O)NC1=CC(=CC=C1)OC)=O)=O (5-fluoro-2,4-dioxo-3,4-dihydropyrimidin-1(2H)-yl)-N-(3-methoxyphenyl)acetamide